ClC=1C=CC(=C(C(=O)NCCCCCCCC(=O)O)C1)O.CN1CCNCC1 N-methylpiperazine 8-(5-chloro-2-hydroxybenzoamido)octanoate